methoxydopamine hydrochloride Cl.CONCCC1=CC(O)=C(O)C=C1